(3,5-dibromo-4-hydroxyphenyl)(spiro[benzo[b][1,4]oxazine-2,1'-cyclopropane]-4(3H)-yl)methanone BrC=1C=C(C=C(C1O)Br)C(=O)N1C2=C(OC3(CC3)C1)C=CC=C2